styrene triflate OS(=O)(=O)C(F)(F)F.C=CC1=CC=CC=C1